N-(4-(4-(4-cyano-6-methylpyrimidin-2-yl)-N-(2-methoxyethyl)piperazine-1-sulfonimidoyl)phenyl)-2-(N-methylmethylsulfonamido)benzamide C(#N)C1=NC(=NC(=C1)C)N1CCN(CC1)S(=O)(=NCCOC)C1=CC=C(C=C1)NC(C1=C(C=CC=C1)N(S(=O)(=O)C)C)=O